tricalcium silicate hydrate O.[Si]([O-])([O-])([O-])[O-].[Ca+2].[Ca+2].[Ca+2]